3-(6-chloro-1-(tetrahydro-2H-pyran-2-yl)-1H-pyrazolo[4,3-c]pyridin-3-yl)-3,9-diazabicyclo[3.3.1]nonane-9-carboxylic acid tert-butyl ester C(C)(C)(C)OC(=O)N1C2CN(CC1CCC2)C2=NN(C1=C2C=NC(=C1)Cl)C1OCCCC1